ClC1=CC=C(N=N1)N1[C@H]2[C@@H](OCC1)CN(CC2)C(=O)OCC2=CC=CC=C2 |r| benzyl rac-(4aS,8aR)-1-(6-chloropyridazin-3-yl)-3,4a,5,7,8,8a-hexahydro-2H-pyrido[3,4-b][1,4]oxazine-6-carboxylate